ClC1=CC=C(C=C1)C1=NN(C[C@H]1C1=CC=CC=C1)/C(/NCC[C@H](C)S(N)(=O)=O)=N/S(=O)(=O)C1=CC=C(C=C1)Cl (R,E)-3-(4-chlorophenyl)-N'-((4-chlorophenyl)sulfonyl)-4-phenyl-N-((S)-3-sulfamoylbutyl)-4,5-dihydro-1H-pyrazole-1-carboximidamide